CONC1=NC=CC=N1 2-(methoxyamino)pyrimidin